1-{4-[(5-cyanopyridin-2-yl)oxy]-3-methylphenyl}-3-(3-methoxycyclobutanecarbonyl)urea C(#N)C=1C=CC(=NC1)OC1=C(C=C(C=C1)NC(=O)NC(=O)C1CC(C1)OC)C